2-(2-methoxyethyl)piperidine COCCC1NCCCC1